N1C(=NC2=C1C=CC=C2)CCNCCC=2SC=1N=CN=C(C1N2)NCC2=NC=CC=C2OC 2-(2-{[2-(1H-1,3-benzodiazol-2-yl)ethyl]amino}ethyl)-N-[(3-methoxypyridin-2-yl)methyl]-[1,3]thiazolo[5,4-d]pyrimidin-7-amine